C(C)(C)(C)OC(=O)N1C[C@]2([C@@](C1)(CN(C2)C2=CC(N(C1=CC=C(N=C21)C#N)C)=O)C)C.CO[Si](CCC(F)(F)F)(OC)OC trimethoxy(3,3,3-tri-fluoropropyl)silane tert-butyl-(3aR,6aS)-2-(6-cyano-1-methyl-2-oxo-1,5-naphthyridin-4-yl)-3a,6a-dimethyl-1,3,4,6-tetrahydropyrrolo[3,4-c]pyrrole-5-carboxylate